C(C)OC(=O)C1CCN(CC1)C1=CC=C(C(=O)O)C=C1 4-(4-ethoxycarbonyl-1-piperidyl)benzoic acid